N[C@@H](CC1=CC(=C(C=C1)C1=C(C(=O)O)C=CC=C1)C1=C(C(=O)O)C=CC=C1)C(=O)OC(CCC)CCC.COC=1C=C(C=CC1N)C1=CC(=C(N)C=C1)OC 3,3'-dimethoxybenzidine (S)-4-(2-amino-3-(heptan-4-yloxy)-3-oxopropyl)-1,2-phenylenedibenzoate